NC1=C(C=CC(=C1)C)C1=CC=C(C=C1)C1=C2C=C3CCC[N+]=4CCCC(=C2OC=2C=5CCCN6CCCC(=CC12)C56)C43 16-[4-(2-amino-4-methylphenyl)phenyl]-3-oxa-9λ5,23-diazaheptacyclo[17.7.1.15,9.02,17.04,15.023,27.013,28]octacosa-1(27),2(17),4,9(28),13,15,18-heptaen-9-ylium